(methylcyclopentadienyl)(1,3-dimethyl-4,5,6,7-tetrahydroindenyl)zirconium CC1(C=CC=C1)[Zr]C=1C(C=2CCCCC2C1C)C